FC=1C=C(C=CC(C)(S(=O)N)C)C=CC1C(C)C (3-fluoro-4-isopropylbenzylidene)-2-methylpropane-2-sulfinamide